(+)-Camphorquinone CC1(C2CCC1(C(=O)C2=O)C)C